2,2-dimethyl-1,3-dioxane-5,5-dicarboxylic acid diethyl ester (diethyl 2,2-dimethyl-1,3-dioxane-5,5-dicarboxylate) C(C)C1C(C(OC(O1)(C)C)CC)(C(=O)O)C(=O)O.C(C)OC(=O)C1(COC(OC1)(C)C)C(=O)OCC